NCCN(CCCCCNC(OC(C)(C)C)=O)C tert-butyl (5-((2-aminoethyl)(methyl)amino)pentyl)carbamate